BrC=1C(=NNC1)NCC1=C(C=CC=C1)C(F)(F)F (4-Bromo-1H-pyrazol-3-yl)-(2-trifluoromethyl-benzyl)-amine